N-(4-(((8-isopropyl-2-((tetrahydro-2H-pyran-4-yl)amino)pyrazolo[1,5-a][1,3,5]triazin-4-yl)amino)methyl)phenyl)acetamide C(C)(C)C=1C=NN2C1N=C(N=C2NCC2=CC=C(C=C2)NC(C)=O)NC2CCOCC2